FC(C1=CC=C(C=C1)C1=NC(=C2C=CC=CN12)N1CC(C1)N)(F)F 1-[9-[4-(trifluoromethyl)phenyl]-1,8-diazabicyclo[4.3.0]nonan-2,4,6,8-tetraen-7-yl]azetidin-3-amine